CC1(OB(OC1(C)C)C1=CC=C(CN2CCOCC2)C=C1)C 4-[4-(4,4,5,5-tetramethyl-1,3,2-dioxaborolan-2-yl)benzyl]morpholine